dimethyltetradecyl-methylammonium phosphate salt P(=O)([O-])([O-])[O-].C[N+](C)(CCCCCCCCCCCCCC)C.C[N+](C)(CCCCCCCCCCCCCC)C.C[N+](C)(CCCCCCCCCCCCCC)C